C1(=CC=CC=2C3=CC=CC=C3NC12)C1=CC(=CC=C1)C1=CC=CC=2C3=CC=CC=C3NC12 1,3-dicarbazolyl-benzene